C(C1=CC=CC=C1)(=O)NC=1C=C2C(=CNC2=CC1)C1CCN(CC1)CC(C)(C)C 5-benzoylamino-3-(1-neopentylpiperidin-4-yl)-1H-indole